COC(C1CCN(CC1)C1=CC(=C(N)C=C1CC)OC)OC 4-(4-(Dimethoxymethyl)piperidin-1-yl)-5-ethyl-2-methoxyaniline